(R)-N-(4-(4-chloro-1-methyl-1H-pyrazol-5-yl)phenyl)-2-(7-fluoro-4-oxoquinazolin-3(4H)-yl)propanamide ClC=1C=NN(C1C1=CC=C(C=C1)NC([C@@H](C)N1C=NC2=CC(=CC=C2C1=O)F)=O)C